1-(3-((4-((5-(furan-2-yl)-2-((1-methylpiperidin-4-yl)oxy)phenyl)amino)-7-methoxyquinazolin-6-yl)oxy)azetidin-1-yl)prop-2-en-1-one O1C(=CC=C1)C=1C=CC(=C(C1)NC1=NC=NC2=CC(=C(C=C12)OC1CN(C1)C(C=C)=O)OC)OC1CCN(CC1)C